N=C1OC=CN1CC1=CC=CC=2NC(=NC21)NC(CO)(C)C2=CC(=CC=C2)OC(F)(F)F (-)-2-({4-[(2-imino-2,3-dihydro-1,3-oxazol-3-yl)methyl]-1H-1,3-benzodiazol-2-yl}amino)-2-[3-(trifluoromethoxy)phenyl]propan-1-ol